N-(3-bromo-5-(methylsulfonamido)phenyl)-1-(pyrimidin-2-yl)-1H-pyrazole-4-carboxamide BrC=1C=C(C=C(C1)NS(=O)(=O)C)NC(=O)C=1C=NN(C1)C1=NC=CC=N1